N-[4-(2,4-difluorocyclohexyl)oxy-3-(1,5-dimethyl-6-oxopyridin-3-yl)phenyl]methanesulfonamide FC1C(CCC(C1)F)OC1=C(C=C(C=C1)NS(=O)(=O)C)C1=CN(C(C(=C1)C)=O)C